C(CCCCCCCCCCCCC)(=O)OCCCCCCCCCCCCCCCCCCCCCCCCCCCC montanyl myristate